O1C(NC=C1)C1=C(C=CC=C1)NS(=O)=O N-(dihydrooxazolyl-phenyl)-sulfonamide